(4-methoxyphenyl)benzo[d][1,2]selenazole COC1=CC=C(C=C1)C1=N[Se]C2=C1C=CC=C2